FC1=C(C=C2CN(C(C2=C1)=O)[C@@H]1C(NC(CC1)=O)=O)N1CCNCC1 (S)-3-(6-fluoro-1-oxo-5-(piperazin-1-yl)isoindolin-2-yl)piperidine-2,6-dione